[Na+].CN(C([S-])=S)C1=CC=CC=C1 N-methyl-N-phenyl-dithiocarbamic acid sodium salt